O1C=C(C2=C1C=CC=C2)C=NCC=CC2=CC(=C(C=C2)C(F)(F)F)F N-[(benzofuran-3-yl)methylen]-3-(3-fluoro-4-trifluoromethylphenyl)prop-2-en-1-amin